ClC1=C(C=CC(=C1)C(=C)C(F)F)C 2-chloro-4-(3,3-difluoroprop-1-en-2-yl)-1-methylbenzene